(E)-4-(2-chlorophenyl)-2-[1-cyclopropyl-2-(2-carboxy-4-chlorobenzylidene)hydrazino]thiazole ClC1=C(C=CC=C1)C=1N=C(SC1)N(/N=C/C1=C(C=C(C=C1)Cl)C(=O)O)C1CC1